FC(C(=O)Cl)(C(C(C(C(C(F)(F)F)(F)F)(F)F)(F)F)(F)F)F perfluoroheptanoyl chloride